C(C)(C)(C)OC(=O)C=1C=CC2=C(N(C(=N2)CN2CCC(CC2)C2=NC(=CC=C2)OCC2=CC=NC3=CC(=CC=C23)Cl)C[C@H]2OCC2)C1 (S)-2-((4-(6-((7-Chloroquinolin-4-yl)methoxy)pyridin-2-yl)piperidin-1-yl)methyl)-1-((oxaCyclobutan-2-yl)methyl)-1H-benzo[d]imidazole-6-carboxylic acid tert-butyl ester